BrCC1=CC=C(CN2C3=C(C=4C(=CC(=CC24)F)F)N=CC=C3)C=C1 5-(4-(bromomethyl)benzyl)-7,9-difluoro-5H-pyrido[3,2-b]indole